N-(2-(1-((5-(2,4-dioxotetrahydropyrimidin-1(2H)-yl)pyridin-2-yl)methyl)piperidin-4-yl)-5-(2-hydroxypropane-2-yl)benzo[d]thiazol-6-yl)-6-(trifluoromethyl)nicotinamide O=C1N(CCC(N1)=O)C=1C=CC(=NC1)CN1CCC(CC1)C=1SC2=C(N1)C=C(C(=C2)NC(C2=CN=C(C=C2)C(F)(F)F)=O)C(C)(C)O